tert-butyl (3-(N-methyloctanamido)propyl)carbamate CN(C(CCCCCCC)=O)CCCNC(OC(C)(C)C)=O